FCCCN1CCCCC1 (R)-1-(3-fluoropropyl)piperidin